C[N+](C(CCNC(C=C)=O)C)(C)C N-[3-(trimethylammonio)butyl]acrylamide